FC(C(F)(F)F)(C=1NC=2C(=NC=CC2)N1)F 2-pentafluoroethyl-imidazo[4,5-b]pyridine